C(=C)(C)C(C(C=C)C)CC(CC)C(=C)C 2,4-Diisopropenyl-1-methyl-1-vinylhexane